ClC1=NC=2CCCC(C2C=C1)NC(=O)C=1N=NN(C1)CC=1C=C2C=CC(=NC2=CC1)C 1-(2-Methyl-quinolin-6-ylmethyl)-1H-[1,2,3]triazole-4-carboxylic acid (2-chloro-5,6,7,8-tetrahydro-quinolin-5-yl)-amide